tris-hydroxyethyl-isocyanuric acid OCCN1C(N(C(N(C1=O)CCO)=O)CCO)=O